2-Amino-N-[5-[(5-cyclobutyloxypyridin-2-yl)carbamoyl]-4-fluoro-2-methylphenyl]-1,3-thiazole-5-carboxamide NC=1SC(=CN1)C(=O)NC1=C(C=C(C(=C1)C(NC1=NC=C(C=C1)OC1CCC1)=O)F)C